N-cyano-1-adamantaneformamide potassium salt [K].C(#N)NC(=O)C12CC3CC(CC(C1)C3)C2